(RS)-5-Fluoro-4-(indolin-4-yl)-2,3-dimethyl-1H-indole-7-carboxamide TFA salt OC(=O)C(F)(F)F.FC=1C(=C2C(=C(NC2=C(C1)C(=O)N)C)C)C1=C2CCNC2=CC=C1